CC1=NNC(=C1)NC=O N-(3-methyl-1H-pyrazol-5-yl)carboxamide